P(=O)(OC[C@H]1O[C@H](C[C@@H]1O)N1C2=NC(=NC=C2N=C1)N)(OCCCC)O ((2R,3S,5R)-5-(2-amino-9H-purin-9-yl)-3-hydroxytetra-hydrofuran-2-yl)methyl butyl hydrogen phosphate